C(C)OCCOCCOCCN 2-[2-(2-ethoxy-ethoxy)-ethoxy]-ethylamine